6-(2-(3-fluoropyridin-2-yl)-2-methylpropionyl)pyridine FC=1C(=NC=CC1)C(C(=O)C1=CC=CC=N1)(C)C